BrC1=CC=C(C=C1)C1C(C(CC(C1)OC([2H])([2H])[2H])C(NC1=C(C=C(C=C1)C(F)(F)F)F)=O)C(=O)O 2-(4-bromophenyl)-6-((2-fluoro-4-(trifluoromethyl)phenyl)carbamoyl)-4-(methoxy-d3)cyclohexane-1-carboxylic acid